2-((2S)-1-(2-fluoroacryloyl)-4-(5-methyl-2'-(((S)-1-methylpyrrolidin-2-yl)methoxy)-3,4,5',8'-tetrahydro-2H,6'H-spiro[naphthalene-1,7'-quinazolin]-4'-yl)piperazin-2-yl)acetonitrile FC(C(=O)N1[C@H](CN(CC1)C1=NC(=NC=2CC3(CCC12)CCCC1=C(C=CC=C13)C)OC[C@H]1N(CCC1)C)CC#N)=C